C(C)(C)(C)OC(=O)N[C@@H](CC(=O)OCC)C=1C=C(C=C(C1F)C1CC1)C1=C(C(=C(C=C1OCCCC=C)C)F)C Ethyl (S)-3-((tert-butoxycarbonyl)amino)-3-(5-cyclopropyl-3',4-difluoro-2',4'-dimethyl-6'-(pent-4-en-1-yloxy)-[1,1'-biphenyl]-3-yl)propanoate